C(C)OC=C(C(=O)[O-])C ethoxy-(2s)-methacrylate